C(C1=CC=CC=C1)N1C([C@H](OCC1)O[C@H](C)C1=CC(=CC(=C1)C(F)(F)F)C(F)(F)F)=O (2R)-4-benzyl-2-[(1R)-1-[3,5-bis(trifluoromethyl)phenyl]ethoxy]morpholin-3-one